FC(OC=1C=C2C=C([C@@H](OC2=CC1)C(F)(F)F)C(=O)O)(F)F |r| (±)-6-(trifluoromethoxy)-2-(trifluoromethyl)-2H-chromene-3-carboxylic acid